BrC1=C(C=C(C=C1)N1C(N(CC1)C)=O)Cl 1-(4-bromo-3-chlorophenyl)-3-methylimidazolidin-2-one